2-(bromomethyl)benzothiazole BrCC=1SC2=C(N1)C=CC=C2